2,3,3-trimethylpentanoic acid CC(C(=O)O)C(CC)(C)C